C1(CC1)S(=O)(=O)NC=1SC=C(N1)C(C(=O)NC1=CC=C(C=C1)C1=NC(=CN=C1)OCC)NC(OC)=O methyl (1-(2-(cyclopropanesulfonamido)thiazol-4-yl)-2-((4-(6-ethoxypyrazin-2-yl)phenyl)amino)-2-oxoethyl)carbamate